C1N(C(CC2=CC=CC=C12)C(=O)OCC)C(=O)OC(C)(C)C 2-Tert-butyl 3-ethyl 3,4-dihydroisoquinoline-2,3(1H)-dicarboxylate